2-(2-(5-((3,4-dichlorobenzyl)amino)-7-oxo-6,7-dihydro-1H-pyrazolo[4,3-d]pyrimidin-1-yl)ethoxy)ethyl dihydrogen phosphate P(=O)(OCCOCCN1N=CC=2N=C(NC(C21)=O)NCC2=CC(=C(C=C2)Cl)Cl)(O)O